C(C1=CC=CC=C1)OC1=NC(=CC=C1C1=NN(C2=CC(=CC=C12)NC1CCC2(CN(C2)C(=O)OC(C)(C)C)CC1)C)OCC1=CC=CC=C1 tert-butyl 7-((3-(2,6-bis(benzyloxy) pyridin-3-yl)-1-methyl-1H-indazol-6-yl) amino)-2-azaspiro[3.5]nonane-2-carboxylate